CN(C)\C=N\C=1C=2N(C3=CC(=CC=C3N1)C(=O)Cl)N=CC2C (E)-4-(((dimethylamino)methylene)amino)-3-methylpyrazolo[1,5-a]quinoxaline-8-carbonyl chloride